FC1(CN(CC[C@H]1NC1=NN2C(C(=N1)N)=C(C=C2)C2=CC=C1C(=N2)N(C=N1)CCF)C)F (R)-N2-(3,3-Difluoro-1-methylpiperidin-4-yl)-5-(3-(2-fluoroethyl)-3H-imidazo[4,5-b]pyridin-5-yl)pyrrolo[2,1-f][1,2,4]triazine-2,4-diamine